2-(2,5-diamino-3-propylphenyl)ethan-1-ol NC1=C(C=C(C=C1CCC)N)CCO